{6,6-difluorospiro[2.5]octan-1-yl}methanol FC1(CCC2(CC2CO)CC1)F